C(CCCCCCCCCCC)N1C(CCCCC1)=O 1-N-dodecyl-azepan-2-one